methyl(5-((4-((2-(dimethylamino)ethyl)(methyl)amino)phenyl)thio)-1H-benzo[d]imidazol-2-yl)carbamate COC(NC1=NC2=C(N1)C=CC(=C2)SC2=CC=C(C=C2)N(C)CCN(C)C)=O